3-(tert-butyl)-N-((R)-2-(2-((1R,2R)-2-cyanocyclopropane-1-carboxamido)pyridin-4-yl)-6,7,8,9-tetrahydro-5H-benzo[7]annulen-5-yl)-1,2,4-oxadiazole-5-carboxamide C(C)(C)(C)C1=NOC(=N1)C(=O)N[C@@H]1CCCCC2=C1C=CC(=C2)C2=CC(=NC=C2)NC(=O)[C@H]2[C@@H](C2)C#N